3-fluoro-4-(((6-(isoindolin-2-ylmethyl)-4-oxo-4H-pyran-3-yl)oxy)methyl)-N,N-dimethylbenzamide FC=1C=C(C(=O)N(C)C)C=CC1COC1=COC(=CC1=O)CN1CC2=CC=CC=C2C1